FC1=C2CN(C(NC2=CC=C1F)=O)CC(=O)NC1COCC2=C1C=CC(=C2)F 2-(5,6-Difluoro-2-oxo-1,4-dihydroquinazolin-3-yl)-N-(7-fluoro-3,4-dihydro-1H-2-benzopyran-4-yl)acetamide